CC1=NN(C(=C1C1=NC(=NC=C1F)N1CCN(CC1)C(=O)N1N=CC[C@H]1C=1C=C(C#N)C=C(C1)F)C)CC1OCCCC1 3-((5S)-1-(4-(4-(3,5-dimethyl-1-((tetrahydro-2H-pyran-2-yl)methyl)-1H-pyrazol-4-yl)-5-fluoropyrimidin-2-yl)piperazine-1-carbonyl)-4,5-dihydro-1H-pyrazol-5-yl)-5-fluorobenzonitrile